3-amino-4-((dimethylamino)methyl)-1H-pyrrole-2-carboxylic acid ethyl ester hydrochloride Cl.C(C)OC(=O)C=1NC=C(C1N)CN(C)C